C(C=C)(=O)OC(CC(C)N=C=O)OC(C=C)=O 1-(bisacryloyloxyethyl)ethyl isocyanate